CC1=NC(=CC(=C1)C=1NC2=CC=C(C=C2C1C(C)C)C1CCN(CC1)C(CN1C(NC(C1)=O)=O)=O)C 1-(2-(4-(2-(2,6-dimethylpyridin-4-yl)-3-isopropyl-1H-indol-5-yl)piperidin-1-yl)-2-oxoethyl)imidazolidine-2,4-dione